ClC=1C(=NC(=NC1)NC1=CC(=C(C=C1)N1CCC(CC1)N1CCN(CC1)C)OC)C(=O)NC1=C(C=CC=C1Cl)Cl 5-chloro-N-(2,6-dichlorophenyl)-2-((3-methoxy-4-(4-(4-methylpiperazin-1-yl)piperidin-1-yl)phenyl)amino)pyrimidine-4-carboxamide